(quinoxalin-6-yl)-1H-imidazol N1=CC=NC2=CC(=CC=C12)N1C=NC=C1